tert-butyl (1R,5S)-3-(8-fluoro-7-(naphthalen-1-yl)-2-((tetrahydro-1H-pyrrolizin-7a(5H)-yl)methoxy)pyrido[4,3-d]pyrimidin-4-yl)-3,8-diazabicyclo[3.2.1]octane-8-carboxylate FC1=C(N=CC2=C1N=C(N=C2N2C[C@H]1CC[C@@H](C2)N1C(=O)OC(C)(C)C)OCC12CCCN2CCC1)C1=CC=CC2=CC=CC=C12